BrC1=C(C=CC2=CC=CC=C12)C=CC(C=CC1=CC=C(C=C1)O)=O 1-(1-bromo-2-naphthyl)-5-(4-hydroxyphenyl)-1,4-pentadien-3-one